BrC1=CC=C(C=C1)C1=NC2=C(C=CC=C2C(N1)C(=O)O)Cl 2-(4-bromophenyl)-8-chloro-3,4-dihydroquinazoline-4-carboxylic acid